CC(C1=CC=CC=C1)(C)C1=CC=C(C=C1)O 4-(α,α-dimethyl-benzyl)phenol